C(C=C)(=O)OCCC[N+](C)(C)CC [3-(acryloyloxy)propyl]ethyldimethylammonium